COC(OC)(O)O.CC1=C(C=CC=C1)C1=C(C=C(C=C1)CNC)NS(=O)(=O)C1=CC=CC=C1 N-(2'-methyl-4-((methylamino)methyl)-[1,1'-biphenyl]-2-yl)benzenesulfonamide dimethyl-orthocarbonate